lithium 7-bromo-3,4-dihydro-2H-thieno[3,4-b][1,4]oxazine-5-carboxylate BrC=1SC(=C2C1OCCN2)C(=O)[O-].[Li+]